HEPTANONE OXIME CC(CCCCC)=NO